C(C)C(CCC=C)=CCCCC 5-ethyl-1,5-decadiene